(5-{[3-(trifluoromethyl)phenoxy]methyl}pyridin-2-yl)methanol FC(C=1C=C(OCC=2C=CC(=NC2)CO)C=CC1)(F)F